C(C)OC(C(C(C=CC=C(C=CI)C)C)CC)=O ethyl-9-iodo-3,7-dimethylnonan-4,6,8-trienoic acid ethyl ester